(2S,3S,4R,5R)-5-(4-chloro-2-methyl-7H-pyrrolo[2,3-d]pyrimidin-7-yl)-2-fluoro-2-(hydroxymethyl)tetrahydrofuran-3,4-diol ClC=1C2=C(N=C(N1)C)N(C=C2)[C@H]2[C@@H]([C@@H]([C@](O2)(CO)F)O)O